Br[NH+]1N(N(N=C1C1=CC=CC=C1)C=1SC(=C(N1)C)C)C1=CC=CC=C1 bromo-3-(4,5-dimethyl-2-thiazolyl)-2,5-diphenyltetrazolium